FC1CC=2C(=NC3=CC=CC=C3C2)O1 fluoro-2,3-dihydrofuro[2,3-b]quinoline